magnesium fluoride barium fluoride [F-].[Ba+2].[F-].[Mg+2]